hentriacontyl oleate C(CCCCCCC\C=C/CCCCCCCC)(=O)OCCCCCCCCCCCCCCCCCCCCCCCCCCCCCCC